1-(2-(2-fluoropropan-2-yl)pyridin-4-yl)-2-isopropyl-6-(methylthio)-1,2-dihydro-3H-pyrazolo[3,4-d]pyrimidin-3-one FC(C)(C)C1=NC=CC(=C1)N1N(C(C=2C1=NC(=NC2)SC)=O)C(C)C